4-cyano-4'-nonyloxy-p-terphenyl C(#N)C1=CC=C(C=C1)C1=CCC(C=C1)(C1=CC=CC=C1)OCCCCCCCCC